3,5-di-tert-butyl-4-hydroxybenzylphosphonic acid dioctyl ester C(CCCCCCC)OP(OCCCCCCCC)(=O)CC1=CC(=C(C(=C1)C(C)(C)C)O)C(C)(C)C